N4-palmitoyl-1-(2-C-cyano-2-deoxy-beta-D-arabino-pentofuranosyl)cytosine tin hypophosphite [PH2](=O)[O-].[Sn+4].C(CCCCCCCCCCCCCCC)(=O)NC1=NC(N(C=C1)[C@H]1[C@H]([C@H](O)[C@H](O1)CO)C#N)=O.[PH2](=O)[O-].[PH2](=O)[O-].[PH2](=O)[O-]